FC=1C=C(C=CC1)C1C(C1)C(=O)O 2-(3-fluorophenyl)-cyclopropanecarboxylic acid